2,6-dichloro-7-(tetrahydro-2H-pyran-4-yl)-7H-pyrrolo[2,3-d]pyrimidine-5-carbaldehyde oxime ClC=1N=CC2=C(N1)N(C(=C2C=NO)Cl)C2CCOCC2